[Sn](Cl)Cl tin (2+) dichloride